N(=[N+]=[N-])CC1=CC=C(C(=C1SC)F)Br (6-(azidomethyl)-3-bromo-2-fluorophenyl)(methyl)sulfane